N1N=C(C2=NC=CC=C21)C(=O)N2CCC(CC2)C2=C(C=CC=C2)C(F)(F)F (1H-pyrazolo[4,3-b]pyridin-3-yl)(4-(2-(trifluoromethyl)phenyl)piperidin-1-yl)methanone